Cl.COC=1C=C(C=CC1)[C@@H]([C@H](CN(C)C)C)CC (2R,3R)-3-(3-methoxyphenyl)-N,N,2-trimethylpentane-1-amine hydrochloride salt